5-methyl-4,5,6,7-tetrahydrothiazolo[5,4-c]pyridine-2-carboxylic acid lithium salt [Li+].CN1CC2=C(CC1)N=C(S2)C(=O)[O-]